N-methyl-2-(pyridin-2-yl)-N-[(pyridin-2-yl)methyl]-5H,6H,7H-cyclopenta[d]pyrimidin-4-amine CN(C=1C2=C(N=C(N1)C1=NC=CC=C1)CCC2)CC2=NC=CC=C2